L-11-mercaptoundecanoic acid SCCCCCCCCCCC(=O)O